(S)-1-(4-((4-((S)-2-acetoxy-3-(ethylsulfonyl)propoxy)phenyl)sulfonyl)-2,6-dichlorophenoxy)-3-chloropropan-2-yl acetate C(C)(=O)O[C@@H](COC1=C(C=C(C=C1Cl)S(=O)(=O)C1=CC=C(C=C1)OC[C@@H](CS(=O)(=O)CC)OC(C)=O)Cl)CCl